3,4-diamino-ortho-xylene NC1=C(C(=CC=C1N)C)C